isostearamidopropyl diethylaminoacetate C(C)N(CC)CC(=O)OCCCNC(CCCCCCCCCCCCCCC(C)C)=O